2-(3-((S)-1-(4-methyl-4H-1,2,4-triazol-3-yl)-2-((S)-tetrahydrofuran-3-yl)ethyl)phenyl)-6-(((1-methylcyclobutyl)amino)methyl)-4-(trifluoromethyl)isoindolin-1-one CN1C(=NN=C1)[C@@H](C[C@@H]1COCC1)C=1C=C(C=CC1)N1C(C2=CC(=CC(=C2C1)C(F)(F)F)CNC1(CCC1)C)=O